(R)-5-amino-N-ethyl-N-(1-(3-fluoro-5-(trifluoromethyl)pyridin-2-yl)ethyl)-1-((2-(trimethylsilyl)ethoxy)methyl)-6,8-dihydro-1H-furo[3,4-d]pyrrolo[3,2-b]pyridine-2-carboxamide NC1=C2C(=C3C(=N1)C=C(N3COCC[Si](C)(C)C)C(=O)N([C@H](C)C3=NC=C(C=C3F)C(F)(F)F)CC)COC2